NC(C)(C)C1=NOC=C1C(=O)N[C@H](C(NC1=CC2=C(C=N1)C1(CCOCC1)C(N2)=O)=O)C2CCC(CC2)C 3-(2-Aminopropan-2-yl)-N-{(1S)-1-(4-methylcyclohexyl)-2-oxo-2-[(2-oxospiro[1H-pyrrolo-[3,2-c]pyridine-3,4'-oxane]-6-yl)amino]ethyl}-isoxazole-4-carboxamide